FC=1C=CC(=C(C1)C1=NC(=C2N(C(N(C2=N1)CC1=CC=C(C=C1)C=1N(C=C(N1)C(F)(F)F)C)=N)C)C)C(=C)C 2-(5-fluoro-2-(prop-1-en-2-yl)phenyl)-6,7-dimethyl-9-(4-(1-methyl-4-(trifluoromethyl)-1H-imidazol-2-yl)benzyl)-7,9-dihydro-8H-purin-8-imine